(2,7-dimethylimidazo[1,2-a]pyridin-3-yl)-[(7S)-2,7-dimethyl-3-(3,4,5-trifluorophenyl)-5,7-dihydro-4H-pyrazolo[3,4-c]pyridin-6-yl]methanone CC=1N=C2N(C=CC(=C2)C)C1C(=O)N1[C@H](C=2C(CC1)=C(N(N2)C)C2=CC(=C(C(=C2)F)F)F)C